Cl.O1C=C(C2=C1C=CC=C2)C[C@H](N)B2O[C@@]1([C@H](O2)C[C@H]2C([C@@H]1C2)(C)C)C (R)-2-(benzofuran-3-yl)-1-((3aS,4S,6S,7aR)-3a,5,5-trimethylhexahydro-4,6-methanobenzo[d][1,3,2]dioxaborol-2-yl)ethanamine hydrochloride